COC(=O)C1=NC(=C(C(=C1Cl)N)C)C1=CC=C(C=C1)Br 4-amino-6-(4-bromophenyl)-3-chloro-5-methyl-pyridine-2-carboxylic acid methyl ester